3-(tert-butyl)-N-(4-(tert-butyl)phenyl-2,3,5,6-d4)benzen-2,4,5,6-d4-amine C(C)(C)(C)C1=C(C(=C(C(=C1[2H])[2H])[2H])NC1=C(C(=C(C(=C1[2H])[2H])C(C)(C)C)[2H])[2H])[2H]